(R)-N-(2,2-difluoroethyl)-N-(5-(5,6,7,8-tetrahydro-1,8-naphthyridin-2-yl)pentyl)pyrrolidin-3-amine FC(CN([C@H]1CNCC1)CCCCCC1=NC=2NCCCC2C=C1)F